N-[4-[1-(4-chlorophenyl)-1-methyl-prop-2-ynyl]thiazol-2-yl]acetamide ClC1=CC=C(C=C1)C(C#C)(C)C=1N=C(SC1)NC(C)=O